(4H-thieno[3,2-b]pyrrol-2-yl)-5-(trifluoromethyl)-N-(2-(trifluoromethyl)pyridin-4-yl)-1H-pyrazole-4-carboxamide S1C(=CC=2NC=CC21)N2N=CC(=C2C(F)(F)F)C(=O)NC2=CC(=NC=C2)C(F)(F)F